(2R)-2-(6-{5-chloro-2-[(2-methyl-2H-1,2,3-triazol-4-yl)amino]pyrimidin-4-yl}-1-oxo-2,3-dihydro-1H-isoindol-2-yl)-N-[(1R)-1-[6-(dimethylamino)pyridin-2-yl]ethyl]propanamide ClC=1C(=NC(=NC1)NC1=NN(N=C1)C)C1=CC=C2CN(C(C2=C1)=O)[C@@H](C(=O)N[C@H](C)C1=NC(=CC=C1)N(C)C)C